(4-(1H-imidazol-4-yl)phenyl)-2-(5-bromo-2,3-dioxoindol-1-yl)-N-(3-chlorobenzyl)acetamide hydrochloride Cl.N1C=NC(=C1)C1=CC=C(C=C1)C(C(=O)NCC1=CC(=CC=C1)Cl)N1C(C(C2=CC(=CC=C12)Br)=O)=O